4-hydroxy-1-(4-methoxybenzyl)-1H-pyrazolo[3,4-b]pyridine-5-carboxylic acid ethyl ester C(C)OC(=O)C=1C(=C2C(=NC1)N(N=C2)CC2=CC=C(C=C2)OC)O